(S)-3-bromo-2-(4-fluorophenyl)-6-methyl-6,7-dihydro-4H-pyrazolo[5,1-c][1,4]oxazine BrC=1C(=NN2C1CO[C@H](C2)C)C2=CC=C(C=C2)F